C(C)(=O)O[C@H]1[C@H]([C@@H]([C@]2(C)[C@@H]1[C@@H]1CCC=3C=C(C=CC3[C@H]1CC2)O)OC(C)=O)OC(C)=O (15α,16α,17β)-3-hydroxyestra-1,3,5(10)-triene-15,16,17-triyl triacetate